methyl 2-(3-(3,5-bis(trifluoromethyl)phenyl)-1-methylureido)-5-oxo-5H-thieno[3,2-b]pyran-6-carboxylate FC(C=1C=C(C=C(C1)C(F)(F)F)NC(N(C)C1=CC=2OC(C(=CC2S1)C(=O)OC)=O)=O)(F)F